COCCC(=O)NC=1C=C(C=C2C=C(NC12)C1=CC=CC=C1)COC 3-methoxy-N-[5-(methoxymethyl)-2-phenyl-1H-indol-7-yl]propanamide